ClC1=C(C(=O)NC2=NC=C(C=C2C)C#CC2=CC=CC=C2)C=C(C=C1)C=1C=NN(C1)C 2-chloro-N-[3-methyl-5-(2-phenylethynyl)-2-pyridyl]-5-(1-methylpyrazol-4-yl)benzamide